tert-Butyl 3-hydroxy-2,2-dimethylpropanoate OCC(C(=O)OC(C)(C)C)(C)C